CC1=CC=C(C=C1)NC(=O)CCl 2-chloro-N-(p-tolyl)acetamide